Octadecane-1,12-diol diacrylate C(C=C)(=O)OCCCCCCCCCCCC(CCCCCC)OC(C=C)=O